BrC=1N(C(=C(N1)C1=CC=NC=C1)C)COCC[Si](C)(C)C 2-[[2-Bromo-5-methyl-4-(4-pyridyl)imidazol-1-yl]methoxy]ethyltrimethylsilane